3-fluoro-4-nitro-N-(4-(1-isopropyl-1H-pyrazole-4-yl)-5-methylpyrimidine-2-yl)aniline FC=1C=C(NC2=NC=C(C(=N2)C=2C=NN(C2)C(C)C)C)C=CC1[N+](=O)[O-]